C(#C)[C@H]1CN(C[C@@H]1OC)C(=O)OC(C)(C)C tert-butyl (3S,4R)-3-ethynyl-4-methoxy-pyrrolidine-1-carboxylate